C(C1=CC=CC=C1)[C@H]1NC(C[C@@H]1NC(OC(C)(C)C)=O)=O Tert-butyl ((2R,3S)-2-benzyl-5-oxopyrrolidin-3-yl)carbamate